BrC=1C=NN2C1C=1CCCN(C1C=C2)C(=O)C2=CC=CC=C2 (1-bromo-9,10-dihydropyrazolo[5,1-f][1,6]naphthyridin-7(8H)-yl)(phenyl)methanone